6-(6-hydroxy-6-methyl-2-azaspiro[3.3]heptane-2-yl)-4-(6-(6-((6-methoxypyridine-3-yl)methyl)-3,6-diazabicyclo[3.1.1]heptan-3-yl)pyridin-3-yl)pyrazolo[1,5-a]pyridine-3-carbonitrile OC1(CC2(CN(C2)C=2C=C(C=3N(C2)N=CC3C#N)C=3C=NC(=CC3)N3CC2N(C(C3)C2)CC=2C=NC(=CC2)OC)C1)C